5-(3-Phenylmethoxyphenyl)-7-[3-(pyrrolidin-1-ylmethyl)cyclobutyl]pyrrolo[2,3-d]pyrimidin-4-amine C1(=CC=CC=C1)COC=1C=C(C=CC1)C1=CN(C=2N=CN=C(C21)N)C2CC(C2)CN2CCCC2